N1[C@@H](CCC1)C1=NN=NN1 (S)-5-(pyrrolidin-2-yl)-1H-tetrazole